Allyl-diphenylphosphine C(C=C)P(C1=CC=CC=C1)C1=CC=CC=C1